FC(C(=O)O)(F)F.FC(C(=O)O)(F)F.N[C@H](CC1=CC=CC=C1)C(=O)N[C@H](CC(C)C)C(=O)N[C@H](CCCCN)C(=O)N1CCC2(CN(C2)C(C)=O)CC1 (M)-7-(D-phenylalanyl-D-leucyl-D-lysyl)-2-acetyl-2,7-diazaspiro[3.5]nonane bistrifluoroacetate